2-(3-(Allyloxy)prop-1-yn-1-yl)-4-bromoaniline C(C=C)OCC#CC1=C(N)C=CC(=C1)Br